4-(4-((5-cyclopropyl-3-(2,6-dichlorophenyl)isoxazol-4-yl)methoxy)azepan-1-yl)benzonitrile C1(CC1)C1=C(C(=NO1)C1=C(C=CC=C1Cl)Cl)COC1CCN(CCC1)C1=CC=C(C#N)C=C1